2-(6-{5-chloro-2-[(oxan-4-yl)amino]pyrimidin-4-yl}-1-oxo-2,3-dihydro-1H-isoindol-2-yl)-N-methyl-N-(1-methylcyclopentyl)acetamide ClC=1C(=NC(=NC1)NC1CCOCC1)C1=CC=C2CN(C(C2=C1)=O)CC(=O)N(C1(CCCC1)C)C